C(C)OC(=O)N1[C@H]([C@H](CCC1)NS(=O)(=O)C)CC1=CC(=NC=C1)C1=CC=CC=C1.CC1=CSC=C1C 3,4-dimethyl-thiophene ethyl-cis-3-((methylsulfonyl)amino)-2-((2-phenylpyridin-4-yl)methyl)piperidine-1-carboxylate